CC1=NN2C(N=CC=C2)=C1C(=O)O 2-methylpyrazolo[1,5-a]pyrimidine-3-carboxylic acid